C(C1=CC=CC=C1)OCC(C)(C)C1=CC=2C(=NC=C(N2)C=O)O1 6-(2-benzyloxy-1,1-dimethyl-ethyl)furo[2,3-b]pyrazine-2-carbaldehyde